C1(=CC=CC=C1)C1(CC1)C(C)=O 1-(1-phenylcyclopropyl)ethanone